ethyl 3-(3-(7-((2-hydroxyethyl)sulfonyl)-2,6,6-trimethyl-1-(2-methylhydrazineyl)-1-oxoheptan-2-yl)-2-methoxyphenyl)propanoate OCCS(=O)(=O)CC(CCCC(C(=O)NNC)(C)C=1C(=C(C=CC1)CCC(=O)OCC)OC)(C)C